C1=CC=CC=2C3=CC=CC=C3C(C12)CCC(=O)NCCC(=O)N1C2=C(C#CC3=C(C1)C=CC=C3)C=CC=C2 (9H-Fluorene-9-yl)Methyl-N-[3-(11,12-didehydrodibenz[b,f]azocine-5(6H)-yl)-3-oxopropyl]acetamide